tert-butyl 4-(benzoylthiocarbamoyl)-3,5-dimethylpiperazine-1-carboxylate C(C1=CC=CC=C1)(=O)NC(=S)N1C(CN(CC1C)C(=O)OC(C)(C)C)C